C([O-])([O-])=O.[Li+].[S+2] sulfur compound with lithium carbonate